13-chloro-10-[2,6-difluoro-4-({2-[(2-hydroxyethyl)amino]ethyl}amino)phenyl]-8-ethyl-14-methyl-6,8,10-triazatricyclo[9.4.0.02,7]pentadeca-1(11),2(7),3,5,12,14-hexaen-9-one ClC1=CC=2N(C(N(C=3N=CC=CC3C2C=C1C)CC)=O)C1=C(C=C(C=C1F)NCCNCCO)F